ClC1(NC=2CCC(C(C2C=C1)=O)(C)CC)C=O 2-chloro-6-ethyl-6-methyl-7,8-dihydroquinolin-5(6H)-oneAl